N1(CCN(CCNCC1)CC=1C(=C(C=C(C1)C)NC(C(CO)O)=O)O)CC=1C(=C(C=C(C1)C)NC(C(CO)O)=O)O N,N'-{1,4,7-triazonane-1,4-diylbis[methylene(2-hydroxy-5-methyl-3,1-phenylene)]}bis(2,3-dihydroxypropanamide)